N[C@@H]1C[C@H](CC1)NC1=CC=C(C=N1)N1C(C2=C(C=C1)C=CS2)=O 6-(6-(((1S,3S)-3-aminocyclopentyl)amino)pyridin-3-yl)thieno[2,3-c]pyridin-7(6H)-one